C(C)OC(=O)C=1C=NN2C1NC(=CC2=O)C2=CC=C(C=C2)C(C)(C)C 5-(4-(tert-butyl)phenyl)-7-oxo-4,7-dihydropyrazolo[1,5-a]pyrimidine-3-carboxylic acid ethyl ester